C(C)(C)(C)NC(C(=O)N1CC2(CCC2)CC1C(=O)N[C@@H](C[C@H]1C(NCC1)=O)C(COC(F)(F)F)=O)=O 6-(2-(tert-butylamino)-2-oxoacetyl)-N-((S)-3-oxo-1-((S)-2-oxopyrrolidin-3-yl)-4-(trifluoromethoxy)butan-2-yl)-6-azaspiro[3.4]octane-7-carboxamide